C1(CC1)S(=O)(=O)NC1=CC(=NC=C1)C(CCOC)NC(=O)C=1SC(=CN1)C1=NC(=CN=C1)OCC N-[1-(4-cyclopropanesulfonamidopyridin-2-yl)-3-methoxypropyl]-5-(6-ethoxypyrazin-2-yl)-1,3-thiazole-2-carboxamide